CC1=CC=C(CP(OCC)(OCC)=O)C=C1 Diethyl (4-Methylbenzyl)phosphonate